C1(=CC=CC=C1)C(C(=O)N1CCCC1)=O 1-phenyl-2-(pyrrolidin-1-yl)ethane-1,2-dione